ethyl 2-(7-(4-cyclopentyl-3-(trifluoromethyl)benzyloxy)-1,2,3,4-tetrahydrocyclopenta[b]indol-3-yl)acetate C1(CCCC1)C1=C(C=C(COC2=CC=3C4=C(NC3C=C2)C(CC4)CC(=O)OCC)C=C1)C(F)(F)F